((4-(2-morpholinylethyl)benzyl)oxy)but-2-yn-1-amine N1(CCOCC1)CCC1=CC=C(COC(C#CC)N)C=C1